OC1=C2C(SCS2)=CC2=C1SC(S2)O Dihydroxybenzo[1,2-d:4,5-d']bis[1,3]dithiol